bismuth-cadmium-antimony [Sb].[Cd].[Bi]